C(C1=CC=CC=C1)OC=1C(C(=CN2C1C(N1[C@H](CC[C@]([C@H]2C1)(CCO)O)C)=O)C(=O)NCC1=C(C=C(C=C1F)F)F)=O (3S,6R,7R)-12-(benzyloxy)-6-hydroxy-6-(2-hydroxyethyl)-3-methyl-1,11-dioxo-N-(2,4,6-trifluorobenzyl)-1,4,5,6,7,11-hexahydro-3H-2,7-methanopyrido[1,2-a][1,4]diazonine-10-carboxamide